O=C1N(C(CCC1N1C(C2=CC=C(C=C2C1)CN(C(OC(C)(C)C)=O)[C@@H]1[C@@H](CCCC1)CO)=O)=O)COCC[Si](C)(C)C tert-Butyl ((2-(2,6-dioxo-1-((2-(trimethylsilyl)ethoxy)methyl)piperidin-3-yl)-1-oxoisoindolin-5-yl)methyl)((1S,2R)-2-(hydroxymethyl)cyclohexyl)carbamate